NC1=NC=2C=C(C=CC2C2=C1N=C(N2CC(C)(O)C)C(C)CCC)CC2=CC=CC=C2 1-(4-amino-7-benzyl-2-(pentan-2-yl)-1H-imidazo[4,5-C]quinolin-1-yl)-2-methylpropan-2-ol